N1C=CC2=CC=C(C=C12)C=1N=C2N(C(C1)=O)C=C(C=C2)N2CCNCC2 2-(1H-indol-6-yl)-7-(piperazin-1-yl)-4H-pyrido[1,2-a]pyrimidin-4-one